(S)-2-(5-(((2-(6-fluoro-4-methyl-3-oxo-3,4-dihydroquinoxalin-5-yl)ethyl)amino)methyl)-2-oxooxazolidin-3-yl)-6H-pyrimido[5,4-b][1,4]oxazin-7(8H)-one FC=1C(=C2N(C(C=NC2=CC1)=O)C)CCNC[C@H]1CN(C(O1)=O)C=1N=CC=2OCC(NC2N1)=O